tert-butyl-(diphenyl)silicon C(C)(C)(C)[Si](C1=CC=CC=C1)C1=CC=CC=C1